FC1=CC(=CC(=N1)N1CCC=2C=C(N=CC2C1)C(=O)OCC)N1C(CCC1)CO ethyl 7-(6-fluoro-4-(2-(hydroxymethyl) pyrrolidin-1-yl) pyridin-2-yl)-5,6,7,8-tetrahydro-2,7-naphthyridine-3-carboxylate